[4-[methyl-[2-(methylamino)ethyl]carbamoyl]phenyl]-1-sulfamoyl-pyrrole-2-carboxylic acid CN(C(=O)C1=CC=C(C=C1)C1=C(N(C=C1)S(N)(=O)=O)C(=O)O)CCNC